3-(4-{2-[(1S)-6-(4-amino-3-methoxybenzoyl)-6-azaspiro[2.5]octan-1-yl]ethynyl}-1-oxo-3H-isoindol-2-yl)piperidine-2,6-dione NC1=C(C=C(C(=O)N2CCC3(C[C@@H]3C#CC3=C4CN(C(C4=CC=C3)=O)C3C(NC(CC3)=O)=O)CC2)C=C1)OC